1-(2-((2S,4R)-2-(1H-indazol-6-ylcarbamoyl)-4-fluoropyrrolidin-1-yl)-2-oxoethyl)-5-(pyridazin-4-yl)-1H-indazole-3-carboxamide N1N=CC2=CC=C(C=C12)NC(=O)[C@H]1N(C[C@@H](C1)F)C(CN1N=C(C2=CC(=CC=C12)C1=CN=NC=C1)C(=O)N)=O